1-((4-((1aR,7bS)-6-chloro-3-((S)-5-azaspiro[3.4]octan-7-yl)-1a,2,3,7b-tetrahydro-1H-cyclopropa[c]quinolin-4-yl)thieno[3,2-d]pyrimidin-6-yl)methyl)pyrrolidine-2,5-dione, hydrochloride Cl.ClC1=CC=2[C@@H]3[C@H](CN(C2C(=C1)C=1C2=C(N=CN1)C=C(S2)CN2C(CCC2=O)=O)[C@@H]2CNC1(CCC1)C2)C3